C(OCCC(Br)(Br)Br)([O-])=O 2,2,2-tribromoethylmethyl carbonate